C(C1=CC=CC=C1)OCCCN1N=C(C=C1C(CBr)=O)C {1-[3-(benzyloxy)propyl]-3-methyl-1H-pyrazol-5-yl}-2-bromioethan-1-one